C1[C@H]([C@H]([C@@H](C(O1)O)O)O[C@H]2[C@@H]([C@H]([C@H]([C@H](O2)CO)O)O)O)O The molecule is a glycosylarabinose consisting of D-arabinose having a beta-D-galactosyl residue at the 3-position. It is a tautomer of a 3-O-beta-D-galactopyranosyl-D-arabinose.